COC(=O)C1=NC=CC(=C1)B(O)O 2-(METHOXYCARBONYL)PYRIDINE-4-BORONIC ACID